C1(=CC=CC=C1)C=1NC(=C(N1)C)C 2-phenyl-4,5-dimethylimidazole